6-chloro-2,3,4,9-tetrahydro-1H-pyrido[3,4-b]indoleacetate ClC=1C=C2C3=C(NC2=CC1)C(NCC3)CC(=O)[O-]